2-Fluoro-5-(hydroxy(1H-indol-5-yl)methyl)benzonitrile FC1=C(C#N)C=C(C=C1)C(C=1C=C2C=CNC2=CC1)O